tert-butyl 1-oxo-2-(6-(trifluoromethyl)pyridin-2-yl)-2,8-diazaspiro[4.5]decane-8-carboxylate O=C1N(CCC12CCN(CC2)C(=O)OC(C)(C)C)C2=NC(=CC=C2)C(F)(F)F